C(C)OC=1[C@H](N(CCN1)C(=O)OC(C)(C)C)C Tert-butyl (2R)-3-ethoxy-2-methyl-5,6-dihydro-2H-pyrazine-1-carboxylate